3-sulfanylhexyl acetate C(C)(=O)OCCC(CCC)S